N1(CC1)CCO 2-(aziridin-1-yl)ethanol